dodecane-8,10-dien-1-yl acrylate C(C=C)(=O)OCCCCCCCC=CC=CC